4-ethylthiazol-5-amine C(C)C=1N=CSC1N